tert-butyl (4-oxo-4-(2-(trifluoromethyl)phenyl)butyl)carbamate O=C(CCCNC(OC(C)(C)C)=O)C1=C(C=CC=C1)C(F)(F)F